N=1CC(C=CC1)(C=1C=CC=NC1)C1=C(C=CC=C1)C1=CC(=CC=C1)C1=C(C=CC=C1)C1(CN=CC=C1)C=1C=CC=NC1 1,3-bis(3,5-bipyridin-3-yl-phenyl)benzene